C(CN(CC(=O)O)CC(=O)O)N(CC(=O)O)CC(=O)O (ethane-1,2-diylbis(nitrilo))tetraacetic acid